2-(9-(prop-1-yn-1-yl)-6-oxaspiro[4.5]decan-9-yl)ethylamine C(#CC)C1(CCOC2(CCCC2)C1)CCN